C(#N)C(C)(C)NC(C1=C(C(=CC=C1)C)N)=O N-(1-cyanoisopropyl)-3-methyl-2-aminobenzamide